CN(C(CN1C(C2=CC=C(C=C2CC1)OC\C(\CNC([O-])=O)=C/F)=O)=O)C N-[(Z)-2-[[2-[2-(dimethylamino)-2-oxo-ethyl]-1-oxo-3,4-dihydroisoquinolin-6-yl]oxymethyl]-3-fluoro-allyl]carbamate